FC1=C(C(=O)N([C@H]2CNCCC2)C2=NC=CC3=CC=CC(=C23)C)C=CC(=C1)NC1=NC=CC(=N1)N1CCC(CC1)=O (R)-2-fluoro-N-(8-methylisoquinolin-1-yl)-4-((4-(4-oxopiperidin-1-yl)pyrimidin-2-yl)amino)-N-(piperidin-3-yl)benzamide